[Mn].[Sm].[Sn] tin-samarium-manganese